C(#N)C1CC(C1)OS(=O)(=O)CC ethanesulfonic acid 3-cyanocyclobutyl ester